(S)-3-(tert-butoxycarbonyl)-1-(chloromethyl)-2,3-dihydro-1H-benzo[e]indol-5-yl (cis)-4-methylhexahydro-[1,2]dithiino[4,5-b]pyrazine-1(2H)-carboxylate CN1[C@H]2[C@@H](N(CC1)C(=O)OC=1C3=C(C=4[C@@H](CN(C4C1)C(=O)OC(C)(C)C)CCl)C=CC=C3)CSSC2